OC[C@@H](COCCC(=O)N1CCN(CC1)C1=CC=C(C=N1)C#N)OC=1C=NNC(C1C(F)(F)F)=O 6-(4-[3-[(2S)-3-Hydroxy-2-[[6-oxo-5-(trifluoromethyl)-1,6-dihydropyridazin-4-yl]oxy]propoxy]propanoyl]piperazin-1-yl)pyridine-3-carbonitrile